C(#N)C1(CC1)NS(=O)(=O)C1=CC=C2C3=C(N(C2=C1)C=1SC(=NN1)C(F)F)N=CN=C3C3CCN(CC3)S(=O)(=O)CC N-(1-Cyanocyclopropyl)-9-(5-(difluoromethyl)-1,3,4-thiadiazol-2-yl)-4-(1-(ethylsulfonyl)piperidin-4-yl)-9H-pyrimido[4,5-b]indole-7-sulfonamide